2-fluoro-6-[(4-methoxyphenyl)methylsulfanyl]benzoic acid FC1=C(C(=O)O)C(=CC=C1)SCC1=CC=C(C=C1)OC